(S)-2-(chloromethyl)-4-(furan-2-ylmethoxy)-1-(oxetan-2-ylmethyl)-1H-benzo[d]imidazole-6-carboxylic acid methyl ester COC(=O)C=1C=C(C2=C(N(C(=N2)CCl)C[C@H]2OCC2)C1)OCC=1OC=CC1